3-chloro-N-[1-[2-(5-chloro-2-pyridinyl)-5-cyano-1,2,4-triazol-3-yl]ethyl]-5-(trifluoromethyl)benzamide ClC=1C=C(C(=O)NC(C)C=2N(N=C(N2)C#N)C2=NC=C(C=C2)Cl)C=C(C1)C(F)(F)F